CN1CCC(CC1)C1=CC=C(C=C1)NC=1N=CC2=C(N1)CNCC2 N-[4-(1-methylpiperidin-4-yl)phenyl]-5H,6H,7H,8H-pyrido[3,4-d]pyrimidin-2-amine